3-(6-amino-5-carbamoyl-4'-sulfamoyl-[1,1'-biphenyl]-3-yl)prop-2-yn-1-yl 2-chlorobenzoate ClC1=C(C(=O)OCC#CC=2C=C(C(=C(C2)C(N)=O)N)C2=CC=C(C=C2)S(N)(=O)=O)C=CC=C1